FC12CC3(CC(CC(C1)(C3)F)C2)C(=O)N2[C@H](CNCC2)C (3,5-difluoro-1-adamantyl)-[(2S)-2-methylpiperazin-1-yl]methanone